(S,Z)-4-(3-chloro-5-(4-(3-chloroacryloyl)morpholin-3-yl)phenyl)picolinamide ClC=1C=C(C=C(C1)[C@@H]1N(CCOC1)C(\C=C/Cl)=O)C1=CC(=NC=C1)C(=O)N